NC=1C=2N(C(=CN1)C1=CCC(CC1)N)C(=NC2C2=CC=C(C1=CC=CC=C21)CC(=O)NC2=CC(=CC=C2)C(F)(F)F)C 2-(4-(8-Amino-5-(4-aminocyclohex-1-en-1-yl)-3-methylimidazo[1,5-a]pyrazin-1-yl)naphthalen-1-yl)-N-(3-(trifluoromethyl)phenyl)acetamid